C1(CCCCC1)C[C@H](C(C)C)NC(=O)[C@@H]1NCC2=CC=CC=C2C1 (3R)-N-[(1R)-1-(cyclohexylmethyl)-2-methylpropyl]-1,2,3,4-tetrahydroisoquinoline-3-carboxamide